1-methyl-1-(p-phenyl azophenyl)ethyl carbamate C(N)(OC(C)(C1=CC=C(C=C1)N=NC1=CC=CC=C1)C)=O